1,4-bis(2-aminophenoxy)-2,6-dimethylbenzene NC1=C(OC2=C(C=C(C=C2C)OC2=C(C=CC=C2)N)C)C=CC=C1